CC1(OB(OC1(C)C)C1=C[C@@H]2COC[C@H](C1)N2C(=O)OC(C)(C)C)C tert-butyl (1S,5R)-7-(4,4,5,5-tetramethyl-1,3,2-dioxaborolan-2-yl)-3-oxa-9-azabicyclo[3.3.1]non-6-ene-9-carboxylate